5-cyano-2,3-bis(4-methylphenyl)tetrazolium chloride CC1=CC=C(C=C1)N2N=C(N=[N+]2C3=CC=C(C=C3)C)C#N.[Cl-]